N,N-bis(2-hydroxyethyl)butylamine OCCN(CCO)CCCC